(±)-2-{4-[3-(4,5-dichloro-6-methoxy-1-methyl-1H-indole-2-amido)oxolan-3-yl]-3-fluorophenyl}propanoic acid ClC1=C2C=C(N(C2=CC(=C1Cl)OC)C)C(=O)NC1(COCC1)C1=C(C=C(C=C1)C(C(=O)O)C)F